CC(C)(C)OC(CN)=O glycine 1,1-dimethylethyl ester